4-aminopyrimidin-2(1H)-one NC1=NC(NC=C1)=O